3-bromo-4,4-di-p-tolylbut-3-en BrC(CC)=C(C1=CC=C(C=C1)C)C1=CC=C(C=C1)C